C1(CC1)C=1C(=NN2C1C(NCC2)=O)C(=O)OCC ethyl 3-cyclopropyl-4-oxo-4,5,6,7-tetrahydropyrazolo[1,5-a]pyrazine-2-carboxylate